(2S,4r)-1-[(2S)-2-(4-cyclopropyl-triazol-1-yl)-3,3-dimethyl-butyryl]-N-[1-(2,6-dichlorophenyl)-1-methyl-ethyl]-4-hydroxy-pyrrolidine-2-carboxamide C1(CC1)C=1N=NN(C1)[C@H](C(=O)N1[C@@H](C[C@H](C1)O)C(=O)NC(C)(C)C1=C(C=CC=C1Cl)Cl)C(C)(C)C